N1=CN=CC2=C1NC=C2C2=NC1=CC3=C(C=C1C(=N2)NC2C(C1CCC2CC1)C(=O)O)C=CC=C3 trans-3-((2-(7H-pyrrolo[2,3-d]pyrimidin-5-yl)benzo[g]quinazolin-4-yl)amino)bicyclo[2.2.2]octane-2-carboxylic acid